FC=1C(=NC=CC1)N1N=CC=C1C(F)(F)F 1-(3-Fluoropyridin-2-yl)-5-(Trifluoromethyl)-1H-Pyrazole